[Zn].[Cu].[Zn].[Cu] copper-zinc copper zinc